5-bromo-3-((1-(1-cyclopropylpiperidin-4-yl)-1H-pyrazol-4-yl)oxy)pyrazin-2-amine BrC=1N=C(C(=NC1)N)OC=1C=NN(C1)C1CCN(CC1)C1CC1